COC1=CC2=C(SCCN2)C=C1N1N=C(C=2C=NC(=CC21)C=2C=NN1C2N=CC=C1)C(=O)NCCN1CCC(CC1)C(=O)OCC ethyl 1-(2-(1-(6-methoxy-3,4-dihydro-2H-benzo[b][1,4]thiazin-7-yl)-6-(pyrazolo[1,5-a]pyrimidin-3-yl)-1H-pyrazolo[4,3-c]pyridine-3-carboxamido)ethyl)piperidine-4-carboxylate